6-(1-(adamantan-1-ylmethyl)-5-methyl-1H-pyrazol-4-yl)-3-(6-(benzo[d]thiazol-2-ylamino)pyridin-3-yl)-3H-imidazo[4,5-b]pyridine-7-carboxylic acid C12(CC3CC(CC(C1)C3)C2)CN2N=CC(=C2C)C=2C(=C3C(=NC2)N(C=N3)C=3C=NC(=CC3)NC=3SC2=C(N3)C=CC=C2)C(=O)O